3-((4-aminopiperidin-1-yl)methyl)-5-(1-methyl-6-oxo-1,6-dihydropyridin-3-yl)-1H-pyrrole NC1CCN(CC1)CC1=CNC(=C1)C1=CN(C(C=C1)=O)C